FC1=CC(=NC=C1)C1=NC=CC=C1C=1C=CC=2N(C1)C(=CN2)C(=O)N 6-(4'-Fluoro-[2,2'-bipyridin]-3-yl)imidazo[1,2-a]pyridin-3-carboxamid